Ethyl (E)-3-(2-fluoro-3-formylphenyl)acrylate FC1=C(C=CC=C1C=O)/C=C/C(=O)OCC